BrC=1C=C(C=C(C1)F)N(C1=NC(=NC2=CC=CC(=C12)F)Cl)CC(F)F N-(3-bromo-5-fluorophenyl)-2-chloro-N-(2,2-difluoroethyl)-5-fluoroquinazolin-4-amine